BrC1=C(C=CC=C1)CSCC(=O)O {[(2-bromophenyl)methyl]sulfanyl}acetic acid